titanium ammonium lactate salt C(C(O)C)(=O)[O-].[NH4+].[Ti]